1-(2-fluoro-3-methoxypropyl)-6-((3R,5S)-3-methyl-5-(((2-(trifluoromethyl)pyridin-3-yl)oxy)methyl)piperidin-1-yl)-1H-pyrazolo[3,4-b]pyrazine FC(CN1N=CC=2C1=NC(=CN2)N2C[C@@H](C[C@@H](C2)COC=2C(=NC=CC2)C(F)(F)F)C)COC